C(C)(=O)OC\1C(CCCC\C=C1)(O[Si](C)(C)C(C)(C)C)CC(=O)OC methyl (Z)-2-(2-acetoxy-1-((tert-butyldimethylsilyl)oxy)cyclooct-3-en-1-yl)acetate